2-[6-bromo-3-(ethylsulfanyl)pyridin-2-yl]-3-methyl-6-(trifluoromethyl)-3H-imidazo[4,5-c]pyridine-4-carbonitrile BrC1=CC=C(C(=N1)C1=NC2=C(C(=NC(=C2)C(F)(F)F)C#N)N1C)SCC